2-(dimethylamino)cyclopropylformamide CN(C1C(C1)NC=O)C